triethylene glycol dibenzoate C(C1=CC=CC=C1)(=O)OCCOCCOCCOC(C1=CC=CC=C1)=O